5-(tert-butyl)-N-(4-(3-cyano-5-(piperazin-1-yl)pyridin-4-yl)-2-methylbenzyl)isoxazole-3-carboxamide hydrochloride Cl.C(C)(C)(C)C1=CC(=NO1)C(=O)NCC1=C(C=C(C=C1)C1=C(C=NC=C1N1CCNCC1)C#N)C